Cl.ClC1=C(C=2N(C(=C1)CCC1=CC=CC=C1)N=CN2)C(=O)O 7-chloro-5-(2-phenylethyl)-[1,2,4]triazolo[1,5-a]pyridine-8-carboxylic acid hydrochloride